tri-n-butyltin mono(isooctyl thioglycolate) C(CCCCC(C)C)C(C(=O)[O-])S.C(CCC)[Sn+](CCCC)CCCC